3,6-dimethyl-2-(1-methylpyrazol-4-yl)chromen-4-one CC1=C(OC2=CC=C(C=C2C1=O)C)C=1C=NN(C1)C